(E)-N-(2,6-dioxopiperidin-3-yl)-2-(4-(4-((1-(4-(1-(4-hydroxyphenyl)-2-phenylbut-1-en-1-yl)phenyl)piperidin-4-yl)methyl)piperazin-1-yl)phenyl)acetamide O=C1NC(CCC1NC(CC1=CC=C(C=C1)N1CCN(CC1)CC1CCN(CC1)C1=CC=C(C=C1)/C(=C(/CC)\C1=CC=CC=C1)/C1=CC=C(C=C1)O)=O)=O